5-bromo-2-(3-(dimethylamino)propoxy)-N-isopropylpyridin-3-amine BrC=1C=C(C(=NC1)OCCCN(C)C)NC(C)C